benzyl 2,2-diethyl-3-hydroxybutanoate C(C)C(C(=O)OCC1=CC=CC=C1)(C(C)O)CC